6-(cyclopropanecarboxamido)-1-(methylamino)-N-(2-oxocyclohexyl)-2,7-naphthyridine-4-carboxamide C1(CC1)C(=O)NC=1C=C2C(=CN=C(C2=CN1)NC)C(=O)NC1C(CCCC1)=O